COC=1C=C2C(NC=NC2=C(C1)OC)=O 6,8-dimethoxyquinazolin-4(3H)-one